The molecule is a polyketide that is a member of the manumycin family of antibiotics and exhibits strong antibacterial, antifungal, and antineoplastic activities. Isolated from from the actinomycete bacterium Streptomyces nodosus subsp. asukaensis. It has a role as an antibacterial agent, an antifungal agent, an antimicrobial agent, an antineoplastic agent and a bacterial metabolite. It is an enamide, an epoxide, an organic heterobicyclic compound, a polyketide, a tertiary alcohol and a secondary carboxamide. It derives from a 4-hydroxyprotoasukamycin. C1CCC(CC1)/C=C/C=C/C=C/C(=O)NC2=C[C@]([C@H]3[C@@H](C2=O)O3)(/C=C/C=C/C=C/C(=O)NC4=C(CCC4=O)O)O